N1C=NC(=C1)C1=CC(=CN=N1)N(C)C 6-(1H-imidazol-4-yl)-N,N-dimethylpyridazin-4-amine